2-[2-(5-Bromo[2,3'-bipyridin]-6'-yl)-5-(ethylsulfonyl)-1-methyl-1H-imidazol-4-yl]-6,6,7,7-tetrafluoro-1-methyl-6,7-dihydro-1H-[1,4]dioxino[2,3-f]benzimidazole BrC=1C=CC(=NC1)C=1C=NC(=CC1)C=1N(C(=C(N1)C1=NC2=C(N1C)C=C1C(=C2)OC(C(O1)(F)F)(F)F)S(=O)(=O)CC)C